C(C1=CC=CC=C1)OC(=O)N1CCN(CC1)C1=C(C2=C(C[C@H](CO2)N)C(=C1F)F)F 4-[(3R)-3-amino-5,6,8-trifluoro-3,4-dihydro-2H-1-benzopyran-7-yl]piperazine-1-carboxylic acid benzyl ester